C1=CC=C(C(=C1)C(=O)O)[O-] The molecule is a monohydroxybenzoate that is the conjugate base of salicylic acid. It has a role as a plant metabolite. It is a conjugate base of a salicylic acid.